tert-butyl (S)-4-(7-chloro-8-fluoro-2-((tetrahydro-1H-pyrrolizin-7a(5H)-yl)methoxy)-pyrido[4,3-d]pyrimidin-4-yl)-2-(cyanomethyl)piperazine-1-carboxylate ClC1=C(C=2N=C(N=C(C2C=N1)N1C[C@@H](N(CC1)C(=O)OC(C)(C)C)CC#N)OCC12CCCN2CCC1)F